ClCOCCCCOCCl 1,4-bis(chloromethoxy)butane